D-4-methyL-phenylalanine CC1=CC=C(C[C@@H](N)C(=O)O)C=C1